6-bromo-4-(1,1-difluoroethyl)-1H-indazole BrC1=CC(=C2C=NNC2=C1)C(C)(F)F